C(#C)C=1C=CC(=C(C=O)C1)OC(F)(F)F 5-ethynyl-2-(trifluoromethoxy)benzaldehyde